N-vinylpiperidin-2-one C(=C)N1C(CCCC1)=O